3-(2,6-difluoro-3,5-dimethoxyphenyl)-7-(1,3-dimethyl-1H-pyrazol-4-yl)-1-(1H-pyrazol-4-ylmethyl)-3,4-dihydropyrido[4,3-d]Pyrimidin-2(1H)-one FC1=C(C(=C(C=C1OC)OC)F)N1C(N(C2=C(C1)C=NC(=C2)C=2C(=NN(C2)C)C)CC=2C=NNC2)=O